3-(2-chlorophenoxy)-N-((3S,4S)-3-fluoropiperidin-4-yl)-2,2-dimethylpropionamide trifluoroacetate FC(C(=O)O)(F)F.ClC1=C(OCC(C(=O)N[C@@H]2[C@H](CNCC2)F)(C)C)C=CC=C1